O(C1=CC=CC=C1)C1(CC=CC=C1)C(=C=C(C#N)C#N)OC 1-phenoxyphenyl-(methoxy)vinylidenedicyanomethane